C1(CC1)C1=C(C(=NN1C=1SC=C(N1)C(=O)O)C1=CC(=C(C=C1)C)C=1C=NC=CC1)CC1=CC=C(C=C1)S(N)(=O)=O 2-(5-cyclopropyl-3-(4-methyl-3-(pyridin-3-yl)phenyl)-4-(4-sulfamoyl-benzyl)-1H-pyrazol-1-yl)thiazole-4-carboxylic acid